(4-(3-(aminomethyl)phenyl)piperidin-1-yl)(3,4-dichlorophenyl)methanone NCC=1C=C(C=CC1)C1CCN(CC1)C(=O)C1=CC(=C(C=C1)Cl)Cl